NC1=C2N=CN(C2=NC(=N1)F)[C@H]1C[C@@H]([C@@](O1)(C#C)CO[P@](=O)(OC1=CC=CC=C1)N[C@@H](CC1=CC=CC=C1)C(=O)OC(C)C)OC(=O)OCCCCCCCC Isopropyl ((S)-(((2R,3S,5R)-5-(6-amino-2-fluoro-9H-purin-9-yl)-2-ethynyl-3-(((octyloxy)carbonyl)oxy) tetrahydrofuran-2-yl)methoxy)(phenoxy)phosphoryl)-L-phenylalaninate